C(C=C)(=O)N1C[C@H](CCC1)C1=NN(C=2C(=NNC(C21)=O)N)C2=CC=C(C=C2)OC2=C(C=CC=C2F)F (S)-3-(1-acryloylpiperidin-3-yl)-7-amino-1-(4-(2,6-difluorophenoxy)phenyl)-1,5-dihydro-4H-pyrazolo[3,4-d]pyridazin-4-one